C(C1CCC(NCC2=CN=C3N=C(N)NC(=O)C3=N2)C=C1)(=O)N[C@@H](CCC(=O)OC=O)C(=O)[O-] [6R,S]-5-formyl tetrahydropteroylglutamate